N(=[N+]=[N-])C1=CC(=C(C=C1)NCCC=1C=C(C=C(C1)Br)CCN1[C@@H]([C@H]([C@@H]([C@H](C1)O)O)O)CO)[N+](=O)[O-] (2R,3R,4R,5S)-1-[2-(3-{2-[(4-azido-2-nitrophenyl)amino]ethyl}-5-bromophenyl)ethyl]-2-(hydroxymethyl)piperidine-3,4,5-triol